phenyl-2-(pyridin-2-yl)thieno[2,3-d]pyrimidin C1(=CC=CC=C1)C=1C2=C(N=C(N1)C1=NC=CC=C1)SC=C2